Dinatrium Azacycloheptane Diphosphonat P(=O)([O-])OP(=O)[O-].N1CCCCCC1.[Na+].[Na+]